Cl.Cl.C(C1=CC=CC=C1)OC(=O)C1=C(C=NC2=CC=CC=C12)OC[C@@H](CC1=CC=CC=C1)N (R)-3-(2-amino-3-phenylpropoxy)quinoline-4-carboxylic acid benzyl ester dihydrochloride